(S)-2-((4-morpholino-5-(4-(2-oxopyrrolidin-1-yl)phenyl)pyrimidin-2-yl)amino)-6,6a,7,8-tetrahydro-9H-pyrido-[2,3-b]pyrrolo[1,2-d]-[1,4]oxazin-9-one O1CCN(CC1)C1=NC(=NC=C1C1=CC=C(C=C1)N1C(CCC1)=O)NC1=CC2=C(OC[C@H]3N2C(CC3)=O)N=C1